dimethyl-ethynyl-methanol CC(O)(C#C)C